tertbutyl N-[(6R)-4-(7-chloro-8-fluoro-2-{[1-(morpholin-4-ylmethyl)cyclopropyl]methoxy}pyrido[4,3-d]pyrimidin-4-yl)-1,4-oxazepan-6-yl]carbamate ClC1=C(C=2N=C(N=C(C2C=N1)N1CCOC[C@@H](C1)NC(OC(C)(C)C)=O)OCC1(CC1)CN1CCOCC1)F